CC1=C(C=C(C=C1)C)S(=O)(C)=N (2,5-DIMETHYLPHENYL)(imino)(methyl)-lambda6-sulfanone